[4-(5,6-dimethoxy-pyridin-3-yl)-pyrimidin-2-yl]-piperazine-1-carboxylate COC=1C=C(C=NC1OC)C1=NC(=NC=C1)OC(=O)N1CCNCC1